1-(hydroxyethyloxy)benzene OCCOC1=CC=CC=C1